BrC1=NC(=CC(=C1)C1=CC=CC=C1)Br 2,6-dibromo-4-phenylpyridine